N1(CCC1)CC1(CC1)NC(C(C(F)(F)F)(C=1C=C(C=CC1)C)F)=O N-(1-(azetidin-1-ylmethyl)cyclopropyl)-2,3,3,3-tetrafluoro-2-(m-tolyl)propanamide